FC(C1=NN=C(O1)C1=CC=C2CN(C(C2=C1)=O)N(C)CC1=CC=C(C=C1)F)F 6-[5-(difluoromethyl)-1,3,4-oxadiazol-2-yl]-2-{[(4-fluorophenyl)methyl](methyl)amino}-2,3-dihydro-1H-isoindol-1-one